myristyl-Isopropanol tert-butyl-((3R,4R)-4-fluoro-1-(4-fluoro-6-methoxy-1H-benzimidazol-2-yl)piperidin-3-yl)carbamate C(C)(C)(C)N(C(=O)OC(C)(C)CCCCCCCCCCCCCC)[C@@H]1CN(CC[C@H]1F)C1=NC2=C(N1)C=C(C=C2F)OC